(2-(2-amino-4-bromophenyl) acetamido) propylmethanesulfonate C(CC)CS(=O)(=O)ONC(CC1=C(C=C(C=C1)Br)N)=O